NC(C(=O)O)C1=CC(=CC=C1)C(F)(F)F 2-amino-2-[3-(trifluoromethyl)phenyl]acetic acid